SC(CS(=O)(=O)O)C(CC)S 2,3-dimercaptopentanesulfonic acid